N-(5-chloro-1-(pyridin-4-yl)-1H-pyrazol-4-yl)-3-(4-cyano-3-fluorophenyl)propanamide ClC1=C(C=NN1C1=CC=NC=C1)NC(CCC1=CC(=C(C=C1)C#N)F)=O